ClC=1C=C(C(=O)NC2=CC(=C(C=C2)Cl)NC(CCCC)=O)C=CC1 3-chloro-N-(4-chloro-3-pentanamidophenyl)benzamide